4-(1-(4-((2-(2-isopropylphenyl)-8-oxo-7,8-dihydro-9H-purin-9-yl)methyl)phenyl)-1H-pyrazol-3-yl)-N-methylpiperidine-1-carboxamide C(C)(C)C1=C(C=CC=C1)C1=NC=C2NC(N(C2=N1)CC1=CC=C(C=C1)N1N=C(C=C1)C1CCN(CC1)C(=O)NC)=O